1,7-di(decanyl)diethylenetriamine C(CCCCCCCCC)NCCNCCNCCCCCCCCCC